FC(C(=O)O)(F)F.C1=C(CCC2=CC=CC=C12)C=1N=NNC1C(=O)O 4-(3,4-dihydronaphthalen-2-yl)-1H-1,2,3-triazole-5-carboxylic acid 2,2,2-trifluoroacetate